tert-butyl 5-amino-4-(5-(1-cyclohexyl-1H-imidazol-2-yl)-1-oxoisoindolin-2-yl)-5-oxopentanoate NC(C(CCC(=O)OC(C)(C)C)N1C(C2=CC=C(C=C2C1)C=1N(C=CN1)C1CCCCC1)=O)=O